FC1=CC=C(C=C1)C1CC(NC1)=O 4-(4-fluorophenyl)pyrrolidin-2-one